methyl (4aR,6R,7R,8R,8aR)-8-(4-(4-bromo-3,5-difluorophenyl)-1H-1,2,3-triazol-1-yl)-7-hydroxy-2-phenylhexahydropyrano[3,2-d][1,3]dioxine-6-carboxylate BrC1=C(C=C(C=C1F)C=1N=NN(C1)[C@@H]1[C@H]([C@@H](O[C@H]2[C@@H]1OC(OC2)C2=CC=CC=C2)C(=O)OC)O)F